Methyl 3-((2,5-diacetoxy-3-methoxycarbonylphenyl)methylsulfonylmethyl)-2,5-diacetoxybenzoat C(C)(=O)OC1=C(C=C(C=C1C(=O)OC)OC(C)=O)CS(=O)(=O)CC=1C(=C(C(=O)OC)C=C(C1)OC(C)=O)OC(C)=O